O1N=C(N=C1)C1=CC2=C(C=N1)N(C(=N2)C2=NC=CC=C2)C2CC(CCC2)NC(=O)C=2SC(=CC2)Br N-(3-(6-(1,2,4-oxadiazol-3-yl)-2-(pyridin-2-yl)-3H-imidazo[4,5-c]pyridin-3-yl)cyclohexyl)-5-bromothiophene-2-carboxamide